3-bromo-1,2-dimethyl-1H-indole BrC1=C(N(C2=CC=CC=C12)C)C